ICC1CN(CC1)C(=O)OC(C)(C)C tert-butyl 3-(iodomethyl)pyrrolidine-1-carboxylate